2-(3-chloro-[1,1'-biphenyl]-2-yl)-4,6-diphenyl-1,3,5-triazine ClC=1C(=C(C=CC1)C1=CC=CC=C1)C1=NC(=NC(=N1)C1=CC=CC=C1)C1=CC=CC=C1